C1(CCCC1)CC=1NC(=NN1)C(=O)NC1=NC=CC(=C1)C1=C(C=CC(=C1)C(NCCC(C)(C)O)=O)C 5-(cyclopentylmethyl)-N-(4-(5-((3-hydroxy-3-methylbutyl)carbamoyl)-2-methylphenyl)pyridin-2-yl)-4H-1,2,4-triazole-3-carboxamide